C(C)(C)(C)C1=NOC(=N1)C(=O)NCC1=C(C=C(C=C1)C1=C2C(=NC=C1)NC(=N2)C=2C=NN(C2)C2CNCC2)C(F)(F)F 3-(tert-Butyl)-N-(4-(2-(1-(pyrrolidin-3-yl)-1H-pyrazol-4-yl)-3H-imidazo[4,5-b]pyridin-7-yl)-2-(trifluoromethyl)benzyl)-1,2,4-oxadiazole-5-carboxamide